OC1=C(C=C(C=C1)[C@H](CN[C@@H](CC1=CC=C(C=C1)OC)C)O)NC=O |o1:7,10| (R*,R*)-N-[2-hydroxy-5-[1-hydroxy-2-[1-(4-methoxyphenyl)propan-2-ylamino]ethyl]phenyl]formamide